COC(CC)C 3-methyloxybutane